1-(azetidin-3-yl)-4,4-difluoropiperidine hydrochloride Cl.N1CC(C1)N1CCC(CC1)(F)F